benzyl (R)-(1-((di-tert-butoxyphosphoryl)oxy)propan-2-yl)carbamate C(C)(C)(C)OP(=O)(OC(C)(C)C)OC[C@@H](C)NC(OCC1=CC=CC=C1)=O